methyl 5-(3-(benzyl(methoxycarbonyl)amino)-2-((benzyloxy)methyl)piperidin-1-yl)-2-(3,4-difluorophenyl)isonicotinate C(C1=CC=CC=C1)N(C1C(N(CCC1)C1=CN=C(C=C1C(=O)OC)C1=CC(=C(C=C1)F)F)COCC1=CC=CC=C1)C(=O)OC